(5-Bromoselenophen-2-yl)methanol BrC1=CC=C([Se]1)CO